1-[(1S)-1-(4-aminoimidazo[4,5-c]quinolin-1-yl)propyl]cyclopentanol NC1=NC=2C=CC=CC2C2=C1N=CN2[C@@H](CC)C2(CCCC2)O